O[C@H]1C[C@H]2[C@H]([C@H]([C@H]3[C@@H]4CC[C@H]([C@@H](CCC)C)[C@]4(CC[C@@H]3[C@]2(CC1)C)C)O)CC 3α,7α-Dihydroxy-6α-ethyl-5β-cholan